FC1C(C(C(OC1CO)OC1=C(C(=CC(=C1)C)O)C(C=CC1=CC=CC=C1)=O)O)O 1-[2-[5-Fluoro-3,4-dihydroxy-6-(hydroxymethyl)oxan-2-yl]oxy-6-hydroxy-4-methylphenyl]-3-phenylprop-2-en-1-one